Methyl 4-[5-benzyloxy-1-(4-fluoro-3-methyl-phenyl)-2-isopropyl-indol-3-yl]-4-hydroxy-but-2-ynoate C(C1=CC=CC=C1)OC=1C=C2C(=C(N(C2=CC1)C1=CC(=C(C=C1)F)C)C(C)C)C(C#CC(=O)OC)O